N(=O)C(=O)[O-] nitrosoformate